(1R,2R)-N-isopropyl-1,2-diphenyl ethylenediamine methyl 2-(4-(4-(2,5-dioxopyrrolidin-1-yl)-2-(6-methyl-7-oxo-6,7-dihydro-1H-pyrrolo[2,3-c]pyridin-4-yl)phenoxy)phenyl)acetate O=C1N(C(CC1)=O)C1=CC(=C(OC2=CC=C(C=C2)CC(=O)OC)C=C1)C=1C2=C(C(N(C1)C)=O)NC=C2.C(C)(C)N[C@@H]([C@H](N)C2=CC=CC=C2)C2=CC=CC=C2